FC(COC=1C(CC=NC1)=O)(C)C 5-(2-fluoro-2-methylpropoxy)-4-oxo-3,4-dihydropyridin